C(C)OC(=O)C=1N(C(N2C1C=NC(=C2)CN2CCOCC2)=O)C2=CC=C(C=C2)OC2CC2.O=C2NC(CCC2N2C(C1=CC=CC=C1C2=O)=O)=O 2-(2,6-dioxopiperidin-3-yl)isoindoline-1,3-dione ethyl-2-(4-cyclopropoxyphenyl)-6-(morpholin-4-ylmethyl)-3-oxoimidazo[1,5-a]pyrazine-1-carboxylate